3-(methyl(3-methylpyrrolidin-3-yl)amino)cyclobutan-1-ol CN(C1CC(C1)O)C1(CNCC1)C